CN1C(=NC2=C1C=CC=C2)C 1,2-Dimethylbenzimidazol